S1C(=NC2=C1C=CC=C2)SNCCCCC S-(benzo[d]thiazol-2-yl)-N-pentylthiohydroxylamine